CC1=C(C=CC(=C1)C)C1=NC(=NC(=N1)C1=C(C=C(C=C1)C)C)OCC(C(O)OCCCCCCCCC)O 2,4-bis(2,4-dimethylphenyl)-6-[2-hydroxy-3-nonyloxy-3-hydroxypropoxy]-s-triazine